(S)-7'-(3,5-difluorophenyl)-1-(5-fluoro-2-methoxybenzoyl)dihydro-1'H,3'H,5'H-spiro[piperidine-4,2'-pyrazolo[1,2-a]pyrazol]-1'-one FC=1C=C(C=C(C1)F)[C@@H]1CCN2N1C(C1(C2)CCN(CC1)C(C1=C(C=CC(=C1)F)OC)=O)=O